N'-(4,6-diamino-1,3,5-triazine-2-yl)urea NC1=NC(=NC(=N1)N)NC(N)=O